Cl.OC1(CCN(CC1)C(C[C@@H](C)C1=CC=CC=C1)=O)CN1C=NC(=CC1=O)NC=1C=C2C3CCC(C2=CC1)N3 3-((4-Hydroxy-1-((R)-3-phenylbutanoyl)piperidin-4-yl)methyl)-6-((1,2,3,4-tetrahydro-1,4-epiminonaphthalen-6-yl)amino)pyrimidin-4(3H)-one hydrochloride